3-[6-[4-[[1-(4-aminophenyl)-4-piperidyl]methyl]piperazin-1-yl]-1-oxo-isoindolin-2-yl]piperidine-2,6-dione NC1=CC=C(C=C1)N1CCC(CC1)CN1CCN(CC1)C1=CC=C2CN(C(C2=C1)=O)C1C(NC(CC1)=O)=O